O1CCN(CC1)C1=NC(=C2N=CN(C2=N1)N=CC1=CC=NC=C1)NC1=CC=NC=C1 2-morpholino-N-(pyridin-4-yl)-9-((pyridin-4-ylmethylene)amino)-9H-purin-6-amine